CN1C(=NC=C1C1=CC(=C(C=C1)NC=1N=CC2=C(N1)C(=NC(=C2)C)NCC(C)(C)C)OC)C N2-(4-(1,2-dimethyl-1H-imidazol-5-yl)-2-methoxyphenyl)-6-methyl-N8-neopentylpyrido[3,4-d]pyrimidine-2,8-diamine